[C-]#N.C(CC)[NH+]1CC(CC1)C 1-propyl-3-methylpyrrolidinium cyanide salt